F[C@@H]1[C@@H](C1)C(=O)NC=1N=C2N(C=C(C=C2)C=2C(=CC3=C(N=CS3)C2)C)C1 (1s,2s)-2-fluoro-N-(6-(6-methylbenzothiazol-5-yl)imidazo[1,2-a]pyridin-2-yl)cyclopropanecarboxamide